C(C)(C)(C)OC(=O)N1C(CN(C(C1)F)F)C1=C(C=CC=C1)CNNS(=O)(=O)CC1=CC=CC=C1 4,5-difluoro-2-(((2-toluenesulfonylhydrazino)methyl)phenyl)piperazine-1-carboxylic acid tert-butyl ester